2-Fluoro-N-[4-[(E)-3-[4-[2-hydroxyethyl(methyl)amino]phenyl]prop-2-enoyl]phenyl]benzamide FC1=C(C(=O)NC2=CC=C(C=C2)C(\C=C\C2=CC=C(C=C2)N(C)CCO)=O)C=CC=C1